F[C@H](C1(COC1)C=1C=C(N)C=CC1)C1=NN=CN1C 3-[3-[(R)-fluoro-(4-methyl-1,2,4-triazol-3-yl)methyl]oxetan-3-yl]aniline